1-(β-carbolin-1-yl)-3,4,5-trihydroxy-1-pentanone C1(=NC=CC=2C3=CC=CC=C3NC12)C(CC(C(CO)O)O)=O